C(CCCCC)C1=CC2=C(S1)C1=C(C=3C(C4=C(SC(=C4)CCCCCC)C3C(=C1C2=O)F)=O)F 2,7-dihexyl-5,10-difluoro-s-indaceno[1,2-b:5,6-b']dithiophene-4,9-dione